S1SO1.[Sn] tin dithiooxide